tricyclo[3.3.1.13,7]Decane-1-carboxylic acid chloromethyl ester ClCOC(=O)C12CC3CC(CC(C1)C3)C2